1H-benzo[e]pyrrolo[1,2-a][1,4]diazepin C1C=CN2C1=CN=C1C(=C2)C=CC=C1